[Na].C1CCC2=C(C=3CCCC3C=C12)CC(=O)NS(N(C[C@H]1N(CCC1)C)C=1C=NN(C1)C)(=O)=O (1,2,3,5,6,7-hexahydro-S-indacen-4-yl)-N-[(1-methyl-1H-pyrazol-4-yl)({[(2S)-1-methylpyrrolidin-2-yl]methyl})sulfamoyl]acetamide sodium salt